2-{6-[cyclopentyl-(methyl)amino]-1H-pyrazolo[3,4-d]pyrimidin-1-yl}-N-([1,2,4]triazolo[1,5-a]pyridin-7-yl)acetamide C1(CCCC1)N(C1=NC=C2C(=N1)N(N=C2)CC(=O)NC2=CC=1N(C=C2)N=CN1)C